1-(2-{[4-(4-methylpiperazin-1-yl)phenyl]amino}-5-[2-(triisopropylsilyl)ethynyl]pyrido[2,3-d]pyrimidin-7-yl)-3-(oxolan-3-yl)urea CN1CCN(CC1)C1=CC=C(C=C1)NC=1N=CC2=C(N1)N=C(C=C2C#C[Si](C(C)C)(C(C)C)C(C)C)NC(=O)NC2COCC2